C[Si](NCC(C)N[Si](C)(C)C)(C)C.[Li].[Li].C=C1CCC(CC1)C(=C)C 1-methylene-4-(1-methylethenyl)cyclohexane dilithium (N1,N2-bis(trimethylsilyl)propane-1,2-diamine) salt